FC1=C(C=CC(=C1)F)CC(O)C1=CC=C(C=C1)C1=NOC(C1)(O)C(F)(F)F 3-{4-[2-(2,4-difluorophenyl)-1-hydroxyethyl]phenyl}-5-(trifluoromethyl)-4,5-dihydro-1,2-oxazol-5-ol